N[C@H]1CS(C2=C(N(C1=O)CC1=CC=C(C=C1)OC(C(F)F)(F)F)C=C(C=C2)C=2OC(=NN2)C(C)(C)C)(=O)=O (3R)-3-amino-7-(5-tert-butyl-1,3,4-oxadiazol-2-yl)-1,1-dioxo-5-[[4-(1,1,2,2-tetrafluoroethoxy)phenyl]methyl]-2,3-dihydro-1lambda6,5-benzothiazepin-4-one